ClC=1C=CC=2C3=C(C(N(C2C1)C1=CC=CC=C1)=O)N=C(N3C)NC3=CC=C(C=C3)OC 7-chloro-2-((4-methoxyphenyl)amino)-1-methyl-5-phenyl-1,5-dihydro-4H-imidazo[4,5-c]quinolin-4-one